COC(C(=C)C)=O.CC(C(=O)OCC)=C ethyl methylacrylate methylmethacrylate